O=C1NC(CCC1C1=NN(C2=CC(=CC=C12)[C@@H]1C[C@@H](N(CC1)C(=O)OC(C)(C)C)C)C)=O tert-butyl (2S,4S)-4-[3-(2,6-dioxo-3-piperidinyl)-1-methyl-indazol-6-yl]-2-methyl-piperidine-1-carboxylate